FC(C1=CC=C(OC2=CN=CC3=CC(=CC=C23)C(=O)O)C=C1)(F)F 4-(4-(trifluoromethyl)phenoxy)isoquinoline-7-carboxylic acid